(4-(3-(2-fluorophenyl)-1,2,4-oxadiazol-5-yl)-2-nitrophenyl)piperazine-1-carboxylic acid tert-butyl ester C(C)(C)(C)OC(=O)N1C(CNCC1)C1=C(C=C(C=C1)C1=NC(=NO1)C1=C(C=CC=C1)F)[N+](=O)[O-]